2-(4-hydroxy-1-((4-(5,6,7,8-tetrahydro-1,8-naphthyridin-2-yl)butyl)carbamoyl)piperidin-4-yl)acetic acid formic acid salt C(=O)O.OC1(CCN(CC1)C(NCCCCC1=NC=2NCCCC2C=C1)=O)CC(=O)O